(R)-3-(3-chloro-4-fluorophenyl)-1-isobutyl-1-(1-(3-methyl-4-oxo-3,4-dihydrophthalazin-1-yl)ethyl)urea ClC=1C=C(C=CC1F)NC(N([C@H](C)C1=NN(C(C2=CC=CC=C12)=O)C)CC(C)C)=O